COC1=C(CN(C2=CC(=NC(=N2)C)C(=O)O)CC2=C(C=C(C=C2)OC)OC)C=CC(=C1)OC 6-(bis(2,4-dimethoxybenzyl)amino)-2-methylpyrimidine-4-carboxylic acid